Methyl (4-((2-((1-(2-oxaspiro[3.3]heptan-6-yl)-5-(trifluoromethyl)-1H-pyrazol-3-yl)amino)-7-cyano-1-methyl-1H-imidazo[4,5-b]pyridin-6-yl)oxy)pyridin-2-yl)carbamate C1OCC12CC(C2)N2N=C(C=C2C(F)(F)F)NC=2N(C=1C(=NC=C(C1C#N)OC1=CC(=NC=C1)NC(OC)=O)N2)C